O.O.O.O.COC1=CC=C(C=C1)OC 2,5-dimethoxybenzene tetrahydrate